Diethyl (3-{2-[(diphenylmethylidene)amino]pyridin-3-yl}propyl)phosphonate C1(=CC=CC=C1)C(C1=CC=CC=C1)=NC1=NC=CC=C1CCCP(OCC)(OCC)=O